N-(propyl)gluconamide C(CC)NC(=O)[C@H](O)[C@@H](O)[C@H](O)[C@H](O)CO